C(CCCC)OC(CCCCCCCC(CCCC)C)OCCCCC 1,1-dipentyloxy-9-methyltridecane